ClC1=C2C=C(NC2=CC=C1Cl)C(=O)N1CCN(CC1)C(=O)[C@@H]1CNCC1 (S)-(4,5-dichloro-1H-indol-2-yl)(4-(pyrrolidine-3-carbonyl)piperazin-1-yl)methanone